The molecule is an acyl-CoA(4-) obtained by deprotonation of the phosphate and diphosphate groups of oscr#20-CoA; major species at pH 7.3. It is a conjugate base of an oscr#20-CoA. C[C@H]1[C@@H](C[C@H]([C@@H](O1)OCCCCCCCCCCCC(=O)SCCNC(=O)CCNC(=O)[C@@H](C(C)(C)COP(=O)([O-])OP(=O)([O-])OC[C@@H]2[C@H]([C@H]([C@@H](O2)N3C=NC4=C(N=CN=C43)N)O)OP(=O)([O-])[O-])O)O)O